NC1=NC=C(C=C1O[C@H](C)C=1C=C(C=CC1)NC(C1=CC(=CC=C1)N1CCCC1)=O)Cl (R)-N-(3-(1-((2-amino-5-chloropyridin-3-yl)oxy)ethyl)-phenyl)-3-(pyrrolidin-1-yl)-benzamide